FC1=CC=C(C=C1)C(C(=O)C1C(C2=CC=C(C=C2C1=O)C(=O)C=1C=C2C(C(C(C2=CC1)=O)C(C(C)C1=CC=C(C=C1)F)=O)=O)=O)C 2-[2-(4-fluorophenyl)propanoyl]-5-{2-[2-(4-fluorophenyl)propanoyl]-1,3-dioxo-2,3-dihydro-1H-indene-5-carbonyl}-2,3-dihydro-1H-indene-1,3-dione